2,4,6-tris(2,7-dihydroxynaphthyl)-1,3,5-triazine OC1=C(C2=CC(=CC=C2C=C1)O)C1=NC(=NC(=N1)C1=C(C=CC2=CC=C(C=C12)O)O)C1=C(C=CC2=CC=C(C=C12)O)O